CC1=NNC(=C1)C1=NSC=2C1=NC(=CC2C2(CCCC2)C#N)N2[C@@H](COCC2)C (R)-1-(3-(3-methyl-1H-pyrazol-5-yl)-5-(3-methylmorpholino)isothiazolo[4,5-b]pyridin-7-yl)cyclopentane-1-carbonitrile